(+/-)-5-methyl-8-(cis-3-methyl-4-(4-(trifluoromethyl)phenoxy)piperidin-1-yl)-6-oxo-5,6-dihydro-1,5-naphthyridine-2-carbonitrile CN1C=2C=CC(=NC2C(=CC1=O)N1C[C@H]([C@H](CC1)OC1=CC=C(C=C1)C(F)(F)F)C)C#N |r|